2-(6-chloroimidazo[1,2-b]pyridazin-3-yl)-1,8-naphthyridine ClC=1C=CC=2N(N1)C(=CN2)C2=NC1=NC=CC=C1C=C2